[Li].[Na].[Li] lithium-sodium-lithium